FC1([C@](C1)(C(=O)N1[C@@H](C[C@H](C1)F)C(=O)O)C)F (2S,4R)-1-((R)-2,2-difluoro-1-methylcyclopropane-1-carbonyl)-4-fluoropyrrolidine-2-carboxylic acid